O(C1=CC=CC=C1)C[C@H](C)N1C=NC(=C1)C(=O)OCC ethyl 1-[(2S)-1-phenoxypropan-2-yl]-1H-imidazole-4-carboxylate